6-(2-Fluoro-benzyl)-9-(4-trifluoromethyl-phenyl)-9H-carbazole-3-carboxylic acid FC1=C(CC=2C=C3C=4C=C(C=CC4N(C3=CC2)C2=CC=C(C=C2)C(F)(F)F)C(=O)O)C=CC=C1